2-((4-(((1-((trans-4-aminocyclohexyl)methyl)piperidin-4-yl)methyl)amino)pyrimidin-5-yl)oxy)-N-Ethyl-5-fluoro-N-isopropylbenzamide N[C@@H]1CC[C@H](CC1)CN1CCC(CC1)CNC1=NC=NC=C1OC1=C(C(=O)N(C(C)C)CC)C=C(C=C1)F